[4-(chloromethyl)-2,6-difluorophenyl]-3-azabicyclo[3.1.0]hexane ClCC1=CC(=C(C(=C1)F)C12CNCC2C1)F